BrC1=C(C(=CC=C1)OC1CC(CCC1)(C)C)C 1-bromo-3-(3,3-dimethyl-cyclohexyloxy)-2-methyl-benzene